methyl (S)-2-(4-bromo-3-fluorobenzyl)-1-(oxetan-2-ylmethyl)-1H-benzo[d]imidazole-6-carboxylate BrC1=C(C=C(CC2=NC3=C(N2C[C@H]2OCC2)C=C(C=C3)C(=O)OC)C=C1)F